(R)-3-(3-cyano-6-(1-methyl-1H-pyrazol-4-yl)pyrazolo[1,5-a]Pyridine-4-Yl)-N-(1-(6-methoxypyridin-3-yl)ethyl)-2,5-dihydro-1H-pyrrole-1-carboxamide C(#N)C=1C=NN2C1C(=CC(=C2)C=2C=NN(C2)C)C=2CN(CC2)C(=O)N[C@H](C)C=2C=NC(=CC2)OC